CC1(OB(OC1(C)C)C=1C=C2CCNC2=CC1)C 5-(4,4,5,5-tetramethyl-1,3,2-dioxaborolan-2-yl)indoline